bis(dibutylamino)ethylsilane C(CCC)N(CCCC)C(C[SiH3])N(CCCC)CCCC